C(C)(C)C1(C=CC(C=C1)=C1C=CC(N)(C=C1)C)N 4-isopropyl-4'-methylbenzidine